3-(tert-Butyldimethylsiloxy)propylmagnesium bromide O([Si](C)(C)C(C)(C)C)CCC[Mg]Br